dimethyl 2-(6-fluoro-4-carbonyl-3,4-dihydroquinolin-1(2H)-yl)maleate FC=1C=C2C(CCN(C2=CC1)/C(/C(=O)OC)=C/C(=O)OC)=C=O